6-[2-(2,2-difluoroethoxy)phenyl]-2-[(oxetan-3-yl)methyl]-5-oxo-N-[6-(1,1,3,3-tetrafluoro-2-hydroxypropan-2-yl)pyridin-3-yl]-2,5-dihydropyridazine-4-carboxamide FC(COC1=C(C=CC=C1)C=1C(C(=CN(N1)CC1COC1)C(=O)NC=1C=NC(=CC1)C(C(F)F)(C(F)F)O)=O)F